cis-2-(((trans-3-benzylcyclobutyl)oxy)methyl)-N-ethyl-3-((methylsulfonyl)amino)piperidine-1-carboxamide C(C1=CC=CC=C1)[C@@H]1C[C@H](C1)OC[C@@H]1N(CCC[C@@H]1NS(=O)(=O)C)C(=O)NCC